Tertiary Hexyl Hydroperoxide C(C)(C)(CCC)OO